C(C)(C)(C)OC(NC1CC(C1)OC1=CC(=C(C(=C1)F)OC)F)=O ((1r,3r)-3-(3,5-difluoro-4-methoxyphenoxy)cyclobutyl)carbamic acid tert-butyl ester